CC[As+](CC)(CC)CC The molecule is an arsonium ion consisting of four ethyl groups attached to a central arsonium. It derives from a hydride of an arsonium.